[2-chloro-4-(trifluoromethyl)phenyl]acetamide ClC1=C(C=CC(=C1)C(F)(F)F)CC(=O)N